BrC(C(=O)NC1=CC(=CC=C1)C#N)=C 2-Bromo-N-(3-cyanophenyl)acrylamide